N-butyl-N'-undecyl-urea C(CCC)NC(=O)NCCCCCCCCCCC